3-Acetyl-6-(5-(7-ethyl-7H-imidazo[4,5-c]pyridazin-4-yl)-2-fluorophenyl)-7-methoxy-1-methylquinolin-2(1H)-one C(C)(=O)C=1C(N(C2=CC(=C(C=C2C1)C1=C(C=CC(=C1)C=1C2=C(N=NC1)N(C=N2)CC)F)OC)C)=O